COC=1C=C(C=CC1OCC=1SC(=CC1)C)NC1=C(C=2N=C(C=NC2C=C1)N1CCOCC1)C#N 6-((3-methoxy-4-((5-methylthiophene-2-yl)methoxy)phenyl)amino)-3-morpholinoquinoxaline-5-carbonitrile